Methyl 2-(6-bromo-2H-indazol-2-yl)-2-phenylacetate BrC=1C=CC2=CN(N=C2C1)C(C(=O)OC)C1=CC=CC=C1